O=C1NC(CCC1C1=CC=C(C=C1)N1CCN(CC1)CCC1CCC(CC1)NC(C1=CC(=C(C=C1)C1=NC=CC(=C1)C1=CC=2C(NCCC2N1)=O)F)=O)=O N-[4-[2-[4-[4-(2,6-dioxo-3-piperidyl)phenyl]piperazin-1-yl]ethyl]cyclohexyl]-3-fluoro-4-[4-(4-oxo-1,5,6,7-tetrahydropyrrolo[3,2-c]pyridin-2-yl)-2-pyridyl]benzamide